6-tert-butyl-9-[2-(ethoxy)thiazol-5-yl]-10-methoxy-2-oxo-6,7-dihydro-2H-pyrido[2,1-a]isoquinoline-3-carboxylic acid ethyl ester C(C)OC(=O)C=1C(C=C2N(C(CC3=CC(=C(C=C23)OC)C2=CN=C(S2)OCC)C(C)(C)C)C1)=O